COC(=O)C=1C=NC(=CC1)C1=CC=C(C=C1)NCCC#N 6-[4-(2-cyanoethylamino)phenyl]Pyridine-3-carboxylic acid methyl ester